(S)-3-fluoro-4-nitro-5-((oxetan-2-ylmethyl)amino)benzoic acid ethyl ester C(C)OC(C1=CC(=C(C(=C1)NC[C@H]1OCC1)[N+](=O)[O-])F)=O